biphenyl-2-yl-(di-tert-butyl)phosphane C1(=C(C=CC=C1)P(C(C)(C)C)C(C)(C)C)C1=CC=CC=C1